ClC1=CC=C(C=N1)CN1C=CC=C2C1=NC(N(C2=O)C2=CC1=C(OC(O1)(F)F)C=C2)=O 8-((6-chloropyridin-3-yl)methyl)-3-(2,2-difluorobenzo[d][1,3]dioxol-5-yl)pyrido[2,3-d]pyrimidine-2,4(3H,8H)-dione